1,4-phenyldiamine C1=CC(=CC=C1N)N